(3-fluoro-4-(hexyloxy)phenyl)boric acid FC=1C=C(C=CC1OCCCCCC)OB(O)O